C(CCCCCCCCCCC)(=O)OCCCCCCCCCCCCCCCCCCCCCCCCCCCC montanyl laurate